C(C)(C)(C)OC(N(CCO)CC1=CC(=C(C=C1)C(NC1=C(C(=CC=C1)C1=C(C(=NC=C1)Cl)Cl)C)=O)F)=O.C(C1CO1)OC1=CC=C(C=C1)C(C)(CC)C1=CC=C(C=C1)OCC1CO1 2,2-bis(4-glycidoxyphenyl)butane tert-Butyl-(4-((3-(2,3-dichloropyridin-4-yl)-2-methylphenyl)carbamoyl)-3-fluorobenzyl)(2-hydroxyethyl)carbamate